Cl.C(C)NC(=O)NC=1SC=CN1 1-Ethyl-3-(thiazol-2-yl)urea hydrochloride